2-(isopropoxycarbonylamino)-4-[2-phenoxyethyl-[4-(5,6,7,8-tetrahydro-1,8-naphthyridin-2-yl)butyl]amino]butanoic acid C(C)(C)OC(=O)NC(C(=O)O)CCN(CCCCC1=NC=2NCCCC2C=C1)CCOC1=CC=CC=C1